6-(1-methyl-1,6-diazaspiro[3.4]oct-6-yl)pyridin-2-amine CN1CCC12CN(CC2)C2=CC=CC(=N2)N